NC1=CC(=C(C(=N1)N1CC=2N=C(N=CC2CC1)OC[C@]12CCCN2C[C@@H](C1)F)C(F)(F)F)C 7-(6-amino-4-methyl-3-(trifluoromethyl)pyridin-2-yl)-2-(((2R,7aS)-2-fluorotetrahydro-1H-pyrrolizin-7a(5H)-yl)methoxy)-5,6,7,8-tetrahydropyrido[3,4-d]pyrimidin